C(C1=CC=CC=C1)OC(=O)NC=1C(=C(C=CC1)[C@](CC(=O)OC)(C)N\C(\NC1C[C@@H](O[C@@H](C1)C)C)=N/C(=O)OC(C)(C)C)Cl |o1:29,31| Methyl (3R)-3-[3-(benzyloxycarbonylamino)-2-chlorophenyl]-3-({(Z)-N'-tert-butoxy-carbonyl-N-[(2S*,6R*)-2,6-dimethyltetrahydropyran-4-yl]carbamimidoyl}amino)-butanoate